7H-pyrrolo[2,3-c]pyridazine-3-carboxamide N1=NC(=CC2=C1NC=C2)C(=O)N